C(C)(C)(C)NNC(C=C)=O N-tert-butylamino-acrylamide